NCC(O)C=1C=NC(=NC1)C1=C(C=C(C#N)C=C1)OC=1N(N=C(C1)C1=CC=CC=C1)C 4-[5-(2-amino-1-hydroxyethyl)pyrimidin-2-yl]-3-(2-methyl-5-phenylpyrazol-3-yl)oxybenzonitrile